(S)-N-((S)-2-((tert-butyldimethylsilyl)oxy)-1-(4-(trifluoromethyl)phenyl)ethyl)-2-methylpropane-2-sulfinamide [Si](C)(C)(C(C)(C)C)OC[C@H](C1=CC=C(C=C1)C(F)(F)F)N[S@@](=O)C(C)(C)C